(p-nonyl-phenyl)(p-nonyl-phenyl)phosphonic acid C(CCCCCCCC)C1=CC=C(C=C1)OP(O)(=O)C1=CC=C(C=C1)CCCCCCCCC